S1C(CCC1)C1(CSSC1)C1SCCC1 bistetrahydrothienyl-(dithiolan)